FC(OC=1C=C(C=CC1C)[C@H]1CC2(CN(C2)C(=O)C2CC(C2)(C)O)CC1)F |r| (rac)-(6-(3-(Difluoromethoxy)-4-methylphenyl)-2-azaspiro[3.4]octan-2-yl)((1s,3s)-3-hydroxy-3-methylcyclobutyl)methanone